C(CCCCCCCCCCC)S(=O)(=O)[O-].[Na+] sodium 1-dodecanesulphonate